5-bromo-2-(1-(2,2-dimethoxyethyl)piperidin-4-yl)pyridine BrC=1C=CC(=NC1)C1CCN(CC1)CC(OC)OC